1-(3,4-dichlorophenyl)-3-(2-hydroxy-5-methoxyphenyl)thiourea ClC=1C=C(C=CC1Cl)NC(=S)NC1=C(C=CC(=C1)OC)O